(S)-quinuclidin-3-yl ((R)-5-(4-(tert-butoxy)phenyl)-2,2-dimethyl-2,3-dihydro-1H-inden-1-yl)carbamate C(C)(C)(C)OC1=CC=C(C=C1)C=1C=C2CC([C@H](C2=CC1)NC(O[C@@H]1CN2CCC1CC2)=O)(C)C